(R)-N-(cyclopropyl(1-((2-(trimethylsilyl)ethoxy)methyl)-1H-benzo[d]imidazol-6-yl)methyl)-2-(3,3-difluorocyclobutyl)acetamide C1(CC1)[C@@H](NC(CC1CC(C1)(F)F)=O)C=1C=CC2=C(N(C=N2)COCC[Si](C)(C)C)C1